C1(=CC=CC=C1)N(C1=CC=C(C=C1)C1=CC=C(NC2=CC=CC=C2)C=C1)C1=CC=CC=C1 N-(phenyl)-N,N'-diphenyl-benzidine